OC1C(CC=2N(C1)C1=NC=C(C=C1N2)C(F)(F)F)N2C(CCC2)=O 1-(8-hydroxy-3-(trifluoromethyl)-6,7,8,9-tetrahydroimidazo[1,2-a:5,4-b']dipyridin-7-yl)-2-oxopyrrolidin